ethyl 2-formyl-5-((2-methoxypyridin-3-yl)methoxy)benzofuran-3-carboxylate C(=O)C=1OC2=C(C1C(=O)OCC)C=C(C=C2)OCC=2C(=NC=CC2)OC